P(OC1=CC=C(C=C1)C)(OC1=CC=C(C=C1)C)OC1=CC=C(C=C1)C trip-tolyl phosphite